FC(S(=O)(=O)O)(F)F.C(C)(C)(C)C1=CC=CC2=C(C3=CC=CC=C3C(=C12)OC(=O)C1=CC2=CC=CC=C2C=C1)OC(=O)C1=CC2=CC=CC=C2C=C1 1-tert-butyl-9,10-bis(2-naphthoyloxy)anthracene 1,1,1-trifluoromethanesulfonate